2-chloro-4-fluoro-3-methylaniline ClC1=C(N)C=CC(=C1C)F